1-(((2S)-2-(tert-butyl(dimethyl)silyl)oxopropyl)amino)-4-(2-chlorophenyl)-6-(trifluoromethyl)-3H-pyrido[1,2-c]pyrimidin-3-one [Si](C)(C)(C(C)(C)C)[C@@H](CNC1=NC(C(=C2N1C=CC(=C2)C(F)(F)F)C2=C(C=CC=C2)Cl)=O)C=O